N(=C=S)C1=NN(C(=C1)C(F)(F)F)[C@H]1COCC1 (R)-3-isothiocyanato-1-(tetrahydrofuran-3-yl)-5-(trifluoromethyl)-1H-pyrazole